NCC(C)(C)C1=NOC(=C1)C[C@@H]1[C@@H]([C@H]([C@H]([C@H](O1)CO)O)N1N=NC(=C1)C1=CC(=C(C(=C1)F)F)F)OC (2R,3R,4S,5R,6R)-6-((3-(1-amino-2-methylpropan-2-yl)isoxazol-5-yl)methyl)-2-(hydroxymethyl)-5-methoxy-4-(4-(3,4,5-trifluorophenyl)-1H-1,2,3-triazol-1-yl)tetrahydro-2H-pyran-3-ol